Indium laurat C(CCCCCCCCCCC)(=O)[O-].[In+3].C(CCCCCCCCCCC)(=O)[O-].C(CCCCCCCCCCC)(=O)[O-]